ClC1=CC(=C(OCC=2C=C3C(N(C(C3=CC2)=O)N2C(NC(CC2)=O)=O)=O)C=C1)C1=NC2=C(N1)C(=CC(=C2)C(F)(F)F)Cl 5-((4-chloro-2-(7-chloro-5-(trifluoromethyl)-1H-benzo[d]imidazol-2-yl)phenoxy)methyl)-2-(2,4-dioxotetrahydropyrimidin-1(2H)-yl)isoindoline-1,3-dione